BrC=1C(=C(C#N)C(=CC1)OC1CNCC1)N1CCC(CC1)C1=NN=CN1C 3-bromo-2-[4-(4-methyl-1,2,4-triazol-3-yl)piperidin-1-yl]-6-(pyrrolidin-3-yloxy)benzonitrile